C(CCCC)OC1=CC2=CC=C3C=CC=C4C=CC(=C1)C2=C43 2-pentoxypyrene